gold (III) trifluoromethanesulfonic acid FC(S(=O)(=O)O)(F)F.[Au+3]